[(2S,5S)-5-(benzyloxymethyl)pyrrolidin-2-yl]methyl benzoate C(C1=CC=CC=C1)(=O)OC[C@H]1N[C@@H](CC1)COCC1=CC=CC=C1